(S)-1-(6-oxo-5-(trifluoromethyl)-1,6-dihydropyridazin-4-yl)pyrrolidin O=C1C(=C(C=NN1)N1CCCC1)C(F)(F)F